1-pentyl-3-methylimidazole fluoride [F-].C(CCCC)N1CN(C=C1)C